C(C)(C)(C)OC(=O)C1=CN=C(N1C)CN1C[C@H](CC1)N1C(N(C=2C1=NC=CC2)C2=CC=C(C=C2)C2CC2)=O (S)-2-((3-(1-(4-cyclopropylphenyl)-2-oxo-1,2-dihydro-3H-imidazo[4,5-b]pyridin-3-yl)pyrrolidin-1-yl)methyl)-1-methyl-1H-imidazole-5-carboxylic acid tert-butyl ester